3,9-di(p-methoxybenzyl)1,5,7,11-tetraoxaspiro[5.5]undecane COC1=CC=C(CC2COC3(OC2)OCC(CO3)CC3=CC=C(C=C3)OC)C=C1